C(C(O)C)(=O)OC(CCCCCCCCCCCCCCCCCCCCC)=O.[Na] sodium behenoyl lactate